trans-3-(Benzyloxy)cyclobutyl Methanesulfonate CS(=O)(=O)O[C@@H]1C[C@H](C1)OCC1=CC=CC=C1